FC1([C@H](CN(CC1)C(C(=O)NC1=NC=C(C=C1)C1=NN(C=C1)C)C)C1=CNC(C=C1)=O)F 2-((S)-4,4-difluoro-3-(6-oxo-1,6-dihydropyridin-3-yl)piperidin-1-yl)-N-(5-(1-methyl-1H-pyrazol-3-yl)pyridin-2-yl)propanamide